2-(4-fluoro-3-((1R,3R)-3-methyl-2-(2,2,2-trifluoroethyl)-2,3,4,9-tetrahydro-1H-pyrido[3,4-b]indol-1-yl)phenoxy)ethyl(3-fluoropropyl)carbamate FC1=C(C=C(OCCN(C([O-])=O)CCCF)C=C1)[C@H]1N([C@@H](CC2=C1NC1=CC=CC=C21)C)CC(F)(F)F